C(C=C)(=O)N1[C@H](CN(C[C@H]1C)C1=NC(N2C3=C(C(=C(C=C13)C(F)(F)F)C=1C=CC=C3C=NN(C13)C)SCC1(C2)COC1)=O)C (S)-8'-((3S,5R)-4-acryloyl-3,5-dimethylpiperazin-1-yl)-11'-(1-methyl-1H-indazol-7-yl)-10'-(trifluoromethyl)-2'H,4'H,6'H-spiro[oxetane-3,3'-[1,4]thiazepino[2,3,4-ij]quinazolin]-6'-one